COCCOCC1=CC=C(C=C1)C1=CC=C(C=C1)C(C)(C)NC(OC1CN2CCC1CC2)=O Quinuclidin-3-yl (2-(4'-((2-methoxyethoxy)methyl)-[1,1'-biphenyl]-4-yl)propan-2-yl)carbamate